N(=[N+]=[N-])CCC1=CNC2=CC=CC=C12 3-(2-azidoethyl)-1H-indole